4-bromo-2-(bromomethyl)-6-methylbenzoate BrC1=CC(=C(C(=O)[O-])C(=C1)C)CBr